racemic-2-chloro-3-[(S,R)-methylsulfinyl]-4-(trifluoromethyl)benzoic acid ClC1=C(C(=O)O)C=CC(=C1[S@@](=O)C)C(F)(F)F |r|